3-(4-Hydroxybutyl)-6,6,9-trimethyl-6a,7,8,10a-tetrahydrobenzo[c]chromen-1-ol OCCCCC=1C=C(C=2C3C(C(OC2C1)(C)C)CCC(=C3)C)O